OC[C@H](C1=CC=CC=C1)NC1=CC(=NC=C1C1=NC(=NO1)C(C)(C)O)NC=1N=CC2=C(N1)C(OB2O)(C)C (S)-5-((4-((2-hydroxy-1-phenylethyl)amino)-5-(3-(2-hydroxypropan-2-yl)-1,2,4-oxadiazol-5-yl)pyridin-2-yl)amino)-3,3-dimethyl-[1,2]oxaborolo[4,3-d]pyrimidin-1(3H)-ol